(R)-4-(1-(3-(difluoromethyl)-2-fluorophenyl)ethylamino)-2-methylpyrido[2,3-d]pyrimidin-6-ol FC(C=1C(=C(C=CC1)[C@@H](C)NC=1C2=C(N=C(N1)C)N=CC(=C2)O)F)F